[5-(5-chloro-2-methylbenzoxazol-6-yl)(2-thienyl)]-N-(2-chlorophenyl)carboxamide ClC=1C(=CC2=C(N=C(O2)C)C1)C1=CC=C(S1)C(=O)NC1=C(C=CC=C1)Cl